2-fluoro-4-bromomethyl-benzonitrile FC1=C(C#N)C=CC(=C1)CBr